NC1=CC(=C(C=C1)N1C(C(=CC2=CC=C(N=C12)C(F)(F)F)C(=O)[O-])=O)Cl 1-(4-amino-2-chlorophenyl)-2-oxo-7-trifluoromethyl-1,2-dihydro-1,8-naphthyridine-3-carboxylate